(6,7-dihydro-4H-thieno[3,2-c]pyran-4-yl)methanamine S1C=CC=2C(OCCC21)CN